8-Amino-5-(2-methylpiperazin-1-yl)-2,3-dihydro-1,4-benzodioxine NC1=CC=C(C2=C1OCCO2)N2C(CNCC2)C